1-((5-bromothiophen-2-yl)sulfonyl)pyrrolidine BrC1=CC=C(S1)S(=O)(=O)N1CCCC1